ClC(C([O-])=N)(Cl)Cl trichloroacetimidate